2,6-dimethyl-Heptane-3,5-dione CC(C)C(CC(C(C)C)=O)=O